(2R,3R,4S,5S)-2-(acetylmethyl)-5-(1-(2,2-difluorocyclopropyl)-2,4-dioxo-1,2,3,4-tetrahydropyrimidin-5-yl)tetrahydrofuran-3,4-diyl diacetate C(C)(=O)O[C@@H]1[C@H](O[C@H]([C@@H]1OC(C)=O)C=1C(NC(N(C1)C1C(C1)(F)F)=O)=O)CC(C)=O